2-((2S,4R)-4-amino-1-(6-(trifluoromethyl)imidazo[1,2-a]pyridine-2-carbonyl)pyrrolidin-2-yl)-N-((S)-6-guanidino-1-(methylamino)-1-oxohexan-2-yl)thiazole-4-carboxamide N[C@@H]1C[C@H](N(C1)C(=O)C=1N=C2N(C=C(C=C2)C(F)(F)F)C1)C=1SC=C(N1)C(=O)N[C@H](C(=O)NC)CCCCNC(=N)N